methyl 3-(bicyclo[1.1.1]pentan-1-yl)-1-((3,3-difluoro-1-methylcyclobutyl)methyl)-4-(trifluoromethyl)-1H-pyrazole-5-carboxylate C12(CC(C1)C2)C2=NN(C(=C2C(F)(F)F)C(=O)OC)CC2(CC(C2)(F)F)C